3-cyclopropyl-thiazolo[3,2-a]pyrimidin-5-one C1(CC1)C1=CSC=2N1C(C=CN2)=O